NC=1C=2N(C3=CC(=C(C=C3N1)F)C(=O)N(C)C1CCC3=NC(=CC=C31)Br)C=NC2 4-amino-N-(2-bromo-6,7-dihydro-5H-cyclopenta[b]pyridin-5-yl)-7-fluoro-N-methylimidazo[1,5-a]quinoxaline-8-carboxamide